methyl 2-[[[[[4-ethoxy-6-(methylamino)-1,3,5-triazin-2-yl]amino]-carbonyl] amino] sulfonyl]benzoate C(C)OC1=NC(=NC(=N1)NC)NC(=O)NS(=O)(=O)C1=C(C(=O)OC)C=CC=C1